9,10-bis[N-(2-naphthyl)anilino]Anthracene C1=CC=C(C=C1)N(C2=CC3=CC=CC=C3C=C2)C4=C5C=CC=CC5=C(C6=CC=CC=C64)N(C7=CC=CC=C7)C8=CC9=CC=CC=C9C=C8